C[Si](C=CCB(O)O)(C)C 3-trimethylsilyl-allylboronic acid